4-cyclopropyl-3-(1,3-dimethylpyrazol-4-yl)-N-[2-(trifluoromethyl)pyridine-4-yl]-1,2-thiazole-carboxamide C1(CC1)C=1C(NSC1)(C(=O)NC1=CC(=NC=C1)C(F)(F)F)C=1C(=NN(C1)C)C